C(C1=CC=CC=C1)OC1=CC=C(C(=C1CC(C(=O)OC)(C1=CC=CC=C1)O)Br)Cl methyl 3-[6-(benzyloxy)-2-bromo-3-chlorophenyl]-2-hydroxy-2-phenylpropionate